C12(CCCCC(CCCC1)CC2)OC(C=C)=O acrylic bicyclo[4.4.2]Dodecyl ester